O=C1OC=NN1 oxo-1,3,4-oxadiazol